ClC1=C(C=NN1CC(F)F)C(=O)N[C@H]1C[C@H](CCC1)NC1=CC(=NC2=CC=C(C=C12)Cl)C(F)(F)F 5-chloro-N-[(1R,3S)-3-{[6-chloro-2-(trifluoromethyl)quinolin-4-yl]amino}cyclohexyl]-1-(2,2-difluoroethyl)-1H-pyrazole-4-carboxamide